2-chloro-N-[4'-(3-hydroxy-3-methylbut-1-yn-1-yl)biphenyl-2-yl]nicotinamide tert-butyl-((S)-1-amino-3-((S)-6,7-dihydro-5H-pyrrolo[2,1-c][1,2,4]triazol-7-yl)-1-oxopropan-2-yl)carbamate C(C)(C)(C)N(C(O)=O)[C@H](C(=O)N)C[C@@H]1CCN2C1=NN=C2.ClC2=C(C(=O)NC1=C(C=CC=C1)C1=CC=C(C=C1)C#CC(C)(C)O)C=CC=N2